(1R,2S,3S,4R)-3-((2-chloro-5-iodopyrrolo[2,1-f][1,2,4]triazin-4-yl)amino)bicyclo[2.2.2]octane-2-carboxylic acid ethyl ester C(C)OC(=O)[C@H]1C2CCC([C@@H]1NC1=NC(=NN3C1=C(C=C3)I)Cl)CC2